4-(1-(4-amino-5-methoxy-2-(1-(tetrahydro-2H-pyran-2-yl)-1H-pyrazol-4-yl)phenyl)piperidin-4-yl)piperazine-1-carboxylic acid tert-butyl ester C(C)(C)(C)OC(=O)N1CCN(CC1)C1CCN(CC1)C1=C(C=C(C(=C1)OC)N)C=1C=NN(C1)C1OCCCC1